5-[4-{[(1S,2R)-2-Hydroxycyclopentyl]amino}-3-(trifluoromethyl)phenyl]-3,6-dihydro-2H-1,3,4-oxadiazin-2-on O[C@H]1[C@H](CCC1)NC1=C(C=C(C=C1)C1=NNC(OC1)=O)C(F)(F)F